C(C=C)(=O)N1C[C@@H](N(CC1)C1=NC=NN2C1=CC(=C(C2=O)C=2C(=C(C=C1C=NNC21)Cl)F)C(F)(F)F)C (S)-4-(4-acryloyl-2-methylpiperazin-1-yl)-7-(5-chloro-6-fluoro-1H-indazol-7-yl)-6-(trifluoromethyl)-8H-pyrido[2,1-f][1,2,4]triazin-8-one